C(C1=CC=CC=C1)(C1=CC=CC=C1)N1C2CN(CC1CC2)C(=O)C=2C=C(C=NC2)NC(C)=O N-(5-(8-benzhydryl-3,8-diazabicyclo[3.2.1]octane-3-carbonyl)pyridin-3-yl)acetamide